C(C)N1C[C@@H](CC1)CC1=C(C=CC(=C1)F)S(=O)(=O)NC1=CC=C2[C@@H]3[C@H](COC2=C1C(=O)O)C3 (1aR,7bS)-5-[2-((R)-1-ethylpyrrolidin-3-ylmethyl)-4-fluorobenzenesulfonyl-amino]-1,1a,2,7b-tetrahydro-cyclopropa[c]chromene-4-carboxylic acid